N1N=NC(=C1)C(=O)O.N1N=NC=C1 triazole (triazolate)